ClC1=C(C=C(C=C1)S(=O)(=O)NC=1C(=NC=C(C1)C)\C(\C1=CC=C(C=C1)NC(C=C)=O)=N/OC)C(F)(F)F (Z)-N-(4-((3-((4-chloro-3-(trifluoromethyl)phenyl)sulfonamido)-5-methylpyridin-2-yl)(methoxyimino)methyl)phenyl)acrylamide